4-(4-methyl-1H-pyrrolo[2,3-c]pyridin-5-yl)piperidine-1-carboxylic acid tert-butyl ester C(C)(C)(C)OC(=O)N1CCC(CC1)C=1C(=C2C(=CN1)NC=C2)C